N12C=3NN=CC3CCC2CCC1 triazatricyclo[7.3.0.02,6]dodeca-2(6),4-dien